FCCN1C[C@H](N(CC1)C1=CN=C(S1)C1=NNC(=C1C(C)C)C=1C=C(C=2N(C1)N=CN2)OC)C (R)-5-(4-(2-fluoroethyl)-2-methylpiperazin-1-yl)-2-(4-isopropyl-5-(8-methoxy-[1,2,4]triazolo[1,5-a]pyridin-6-yl)-1H-pyrazol-3-yl)thiazole